C1=CC=CC=2C(C3=C(CCC21)C=CC=C3)C3OCCC(C3)NC(C3=CC=C(C=C3)OC(F)(F)F)=O N-(2-(10,11-dihydro-5H-dibenzo[a,d][7]annulen-5-yl)tetrahydro-2H-pyran-4-yl)-4-(trifluoromethoxy)benzamide